C[C@]1(O[C@@H](CC1)C(=C)C)C=C (2R,5S)-2-methyl-5-(prop-1-en-2-yl)-2-vinyltetrahydrofuran